FC(C(=O)N1CC(C1)N1C(N(C=2C=NC=CC21)C2=CC=C(C=C2)OC2=CC=CC=C2)=O)=C 1-(1-(2-fluoroacryloyl)azetidin-3-yl)-3-(4-phenoxyphenyl)-1,3-dihydro-2H-imidazo[4,5-c]pyridin-2-one